(S)-2-[6-(m-cyanophenyl)-4-(1-{[6-(tert-butyl)-2-pyridinyl]methyl}-1H-1,2,3-triazol-4-yl)-2-pyrimidinylamino]propionic acid C(#N)C=1C=C(C=CC1)C1=CC(=NC(=N1)N[C@H](C(=O)O)C)C=1N=NN(C1)CC1=NC(=CC=C1)C(C)(C)C